C1(CCC1)C(=O)N1[C@H]([C@H](CCC1)C1=NNC=C1)CO[C@@H]1CC[C@@H](CC1)C(C)C cyclobutyl((CIS)-2-((((CIS)-4-isopropylcyclohexyl)oxy)methyl)-3-(1H-pyrazol-3-yl)piperidin-1-yl)methanone